C1(CC1)C(C)C=1C(=C(C=CC1)C(C)=O)O 1-(3-(1-cyclopropylethyl)-2-hydroxyphenyl)ethan-1-one